C(#N)C1=CC=C(CNC(=O)C2=NN(C=3C(N(CCC32)CC3(CC3)S(=O)(=O)CC)=O)CC(C)(C)O)C=C1 N-(4-Cyanobenzyl)-6-((1-(ethylsulfonyl)cyclopropyl)methyl)-1-(2-hydroxy-2-methylpropyl)-7-oxo-4,5,6,7-tetrahydro-1H-pyrazolo[3,4-c]pyridine-3-carboxamide